O1C=C(C=C1)S(=O)(=O)N1C[C@H](O[C@H](C1)C)C (2R,6S)-4-(furan-3-ylsulfonyl)-2,6-dimethylmorpholine